COC=1C=C2C(=NC(=NC2=CC1OC)C)N[C@H](C)C1=CC(=CC=C1)C=1OC2=C(C1)C=C(C=C2)OC 6,7-dimethoxy-N-{(1R)-1-[3-(5-methoxy-1-benzofuran-2-yl)phenyl]ethyl}-2-methylquinazolin-4-amine